tert-butyl 6-[4-[(5-chloro-3-pyridyl)amino]pyrido[3,2-d]pyrimidin-6-yl]-1,6-diazaspiro[3.3]heptane-1-carboxylate ClC=1C=C(C=NC1)NC=1C2=C(N=CN1)C=CC(=N2)N2CC1(CCN1C(=O)OC(C)(C)C)C2